5-((1-(3-(((3R,4S)-4-fluoro-1-methylpyrrolidin-3-yl)oxy)phenyl)-1H-imidazol-4-yl)amino)pyrazine-2-carbonitrile F[C@@H]1[C@@H](CN(C1)C)OC=1C=C(C=CC1)N1C=NC(=C1)NC=1N=CC(=NC1)C#N